methyl (2S)-2-amino-4-chlorosulfonyl-butanoate N[C@H](C(=O)OC)CCS(=O)(=O)Cl